2-(3,5-Dichloro-4-((2-(2-methoxyethyl)-1-oxo-1,2,3,4-tetrahydroisoquinoline-6-yl)oxy)phenyl)-3,5-dioxo-2,3,4,5-Tetrahydro-1,2,4-triazine-6-carbonitrile ClC=1C=C(C=C(C1OC=1C=C2CCN(C(C2=CC1)=O)CCOC)Cl)N1N=C(C(NC1=O)=O)C#N